6-(1-(1-(1-acryloylazetidine-3-carbonyl)piperidin-4-yl)-5-methyl-1H-pyrazol-4-yl)-4-methoxypyrazolo[1,5-a]pyridine-3-carbonitrile C(C=C)(=O)N1CC(C1)C(=O)N1CCC(CC1)N1N=CC(=C1C)C=1C=C(C=2N(C1)N=CC2C#N)OC